COC=1N=C2C(=C3C(=NC2=CC1OC)CCC3)NC3CCN(CC3)CCC#N 3-[4-({2,3-dimethoxy-6H,7H,8H-cyclopenta[b]1,5-naphthyridin-9-yl}amino)piperidin-1-yl]propanenitrile